Diiodohexan IC(CCCCC)I